2-(4-tert-butyl-2-methyl-phenyl)-5-[2-(dimethylamino)ethoxy]-1H-1,6-naphthyridin-4-one C(C)(C)(C)C1=CC(=C(C=C1)C=1NC2=CC=NC(=C2C(C1)=O)OCCN(C)C)C